N1(CCCCCC1)C=1N=C(C2=C(C=NNC2=O)N1)NC1=CC=C(OCCCC(=O)O)C=C1 4-(4-((2-(azepan-1-yl)-5-oxo-5,6-dihydropyrimido[4,5-d]pyridazin-4-yl)amino)phenoxy)butanoic acid